(R)-1-(((1-(4-chlorophenyl)-7-fluoro-2-((6-methoxypyridin-3-yl)methyl)-5-(1-methyl-1H-pyrazole-4-carbonyl)-3-oxoisoindolin-1-yl)oxy)methyl)cyclopropanecarboxamide ClC1=CC=C(C=C1)[C@@]1(N(C(C2=CC(=CC(=C12)F)C(=O)C=1C=NN(C1)C)=O)CC=1C=NC(=CC1)OC)OCC1(CC1)C(=O)N